Saccharin Sulfamate S(N)(O)(=O)=O.S1(=O)(=O)NC(=O)C2=CC=CC=C12